6-(6-chloro-4-{3,8-diazabicyclo[3.2.1]octan-3-yl}-2-({1-[(4,4-difluoropiperidin-1-yl)methyl]cyclopropyl}methoxy)-8-fluoroquinazolin-7-yl)-4-methyl-5-(trifluoromethyl)pyridin ClC=1C=C2C(=NC(=NC2=C(C1C1=C(C(=CC=N1)C)C(F)(F)F)F)OCC1(CC1)CN1CCC(CC1)(F)F)N1CC2CCC(C1)N2